9-(4-fluorophenyl)-1,8-dioxo-1,3,4,8-tetrahydro-2H-pyrido[1,2-a]pyrazine-7-carboxylic acid FC1=CC=C(C=C1)C=1C(C(=CN2C1C(NCC2)=O)C(=O)O)=O